Stigmast-4,6,8(14),22-tetraen-3-one CC[C@H](C=C[C@@H](C)[C@H]1CCC2=C3C=CC4=CC(CC[C@]4(C)[C@H]3CC[C@]12C)=O)C(C)C